O=C(CC(=O)OCC(COC(CC(C)=O)=O)(COC(CC(C)=O)=O)CO)C [2-(hydroxymethyl)-3-(3-oxobutanoyloxy)-2-(3-oxobutanoyloxy-methyl) propyl] 3-oxobutanoate